OC=1C=C(C(=O)CC2CCC(=O)O2)C=C(C1O)O 5-(3',4',5'-trihydroxybenzoyl)-gamma-valerolactone